(3-chloro-2,4-dimethyl-5,7-dihydropyrrolo[3,4-b]pyridin-6-yl)-[(3R)-1-[6-(trifluoromethyl)pyridazin-3-yl]pyrrolidin-3-yl]methanone Methyl-(2-thiomorpholinoethyl)fumarate C\C(=C(/C(=O)O)\CCN1CCSCC1)\C(=O)O.ClC=1C(=C2C(=NC1C)CN(C2)C(=O)[C@H]2CN(CC2)C=2N=NC(=CC2)C(F)(F)F)C